Br[C@@H](C(=O)OC)CCC(=O)[O-] |r| racemic-methyl bromoglutarate